O=C1NC(=NC2=CC=CC=C12)CCC(=O)N1CCN(CC1)C1=CC=C(C=N1)C(=O)N 6-[4-[3-(4-oxo-3H-quinazolin-2-yl)propionyl]piperazin-1-yl]pyridine-3-carboxamide